C12CN(CC(N1)C2)C2=CC=C(C=N2)C=2C=1N(C(=C(C2)OCC(C)(C)O)F)N=CC1C#N 4-(6-(3,6-diazabicyclo[3.1.1]heptan-3-yl)pyridin-3-yl)-7-fluoro-6-(2-hydroxy-2-methylpropoxy)pyrazolo[1,5-a]pyridine-3-carbonitrile